O=C1CC[C@@H](O1)C(=O)O (R)-5-oxotetrahydrofuran-2-carboxylic acid